ClC=1C=C2C(OCCC=3C=CC(=CC3C3=C(C=C(C(NS(C(C1OC)=C2)(=O)=O)=C3)F)F)OC)=O 14-chloro-20,22-difluoro-4,15-dimethoxy-17,17-dioxo-10-oxa-17λ6-thia-18-azatetracyclo[17.3.1.112,16.02,7]tetracosa-1(22),2(7),3,5,12,14,16(24),19(23),20-nonaen-11-one